CC(C)CCCCCCCCCCCCCCCCCCCCCO The molecule is a very long-chain primary fatty alcohol that is tricosan-1-ol substituted by a methyl group at position 22. It derives from a tricosan-1-ol. It derives from a hydride of a tricosane.